ClC=1C=CC=2N(C1C=O)C=NC2 6-chloroimidazo[1,5-a]pyridine-5-carbaldehyde